NC=1C=2N(C3=CC(=C(C=C3N1)F)C(=O)N(C=1C=NSC1)CC1=C(C=C(C=C1)C(F)(F)F)F)C=NC2 4-amino-7-fluoro-N-(2-fluoro-4-(trifluoromethyl)benzyl)-N-(isothiazol-4-yl)imidazo[1,5-a]quinoxaline-8-carboxamide